CC1(O[C@@H]2[C@H](O1)[C@H](C[C@H]2N2C=CC1=C2N=C(N=C1Cl)Cl)C1=CC=CC=C1)C 7-[(3aS,4R,6R,6aR)-2,2-dimethyl-6-phenyl-tetrahydro-3aH-cyclopenta[d][1,3]dioxol-4-yl]-2,4-dichloropyrrolo[2,3-d]pyrimidine